C1(=CC=CC=C1)CC(CO)=O 1-phenyl-3-hydroxypropan-2-one